ethyl 1-N-(5-bromo-2-cyano-3-(6-azaspiro[2.5]octan-6-yl)phenyl)formimidate BrC=1C=C(C(=C(C1)N=COCC)C#N)N1CCC2(CC2)CC1